FC1=C(C(=C(C(=C1F)F)F)F)SCC(F)(F)F (2,2,2-trifluoroethyl) (perfluorophenyl) sulfide